C1(CC1)C1N(CCOC1)C(=O)C=1C=CC(=NC1)NC1=C2C(=NC(=C1)OC=1C(=CC(=NC1)C#N)C)N(C=N2)C 5-[7-[[5-(3-cyclopropylmorpholine-4-carbonyl)pyridin-2-yl]amino]-3-methylimidazo[4,5-b]pyridin-5-yl]oxy-4-methylpyridine-2-carbonitrile